tert-butyl (4-(2-(3-hydroxypropoxy)ethoxy)-2-methoxyphenyl)carbamate OCCCOCCOC1=CC(=C(C=C1)NC(OC(C)(C)C)=O)OC